C(CCCCCCC)N(CCCCCCCC)[SiH2]C=C(C)C (dioctylamino)(dimethyl)vinylsilane